OC1=CC(CC(C1)CSC1CC1)=O 3-hydroxy-5-cyclopropylthiomethyl-cyclohex-2-enone